(4S)-4-methyl-3-methylidenepyrrolidin-2-one C[C@H]1C(C(NC1)=O)=C